C(CCC)C1=C(N=C(S1)C1CCN(CC1)CCCCC=1N(C2=CC=CC=C2C1)CC)C1=CC=C(C=C1)OC1=CC=C(C=C1)Cl ((4-(5-butyl-4-(4-(4-chlorophenoxy)phenyl)thiazol-2-yl)piperidin-1-yl)butyl)-1-ethyl-1H-indole